C1(=CC=CC=C1)[Si](C(CC)Cl)(OC)OC Phenyl-dimethoxy(1-chloropropyl)silane